4-(3-phenyl-4-hydroxyphenyl)-2,3-naphthyridine C1(=CC=CC=C1)C=1C=C(C=CC1O)C1=NN=CC2=CC=CC=C12